CC=1C=CC=2N(C1)C=C(N2)CN2C(C1=CN=CC(=C1C=C2)C2=CC=NC=C2)=O 2-((6-methylimidazo[1,2-a]pyridin-2-yl)methyl)-5-(pyridin-4-yl)-2,7-naphthyridin-1(2H)-one